BrC1=C(CNC2CCC(CC2)C(=O)NC2=CC(=C(C=C2)C)OC)C(=CC=C1)O (1s,4s)-4-((2-bromo-6-hydroxybenzyl)amino)-N-(3-methoxy-4-methylphenyl)cyclohexane-1-carboxamide